tert-butyl 2-(3-(1-methylcyclopropane-1-carboxamido)-4-(1H-pyrazol-1-yl) phenyl)-1H-imidazole-1-carboxylate CC1(CC1)C(=O)NC=1C=C(C=CC1N1N=CC=C1)C=1N(C=CN1)C(=O)OC(C)(C)C